(S)-2-((2-(2,6-difluoro-4-(methylcarbamoyl)phenyl)-6-methylbenzofuran-3-yl)methyl)morpholine-4-carboxylic acid methyl ester COC(=O)N1C[C@@H](OCC1)CC1=C(OC2=C1C=CC(=C2)C)C2=C(C=C(C=C2F)C(NC)=O)F